C(\C=C\C)(=O)OCC(O)CO glyceryl monocrotonate